2,6-bis(isocyanatomethyl)-4,7-methanohexahydroindane N(=C=O)CC1CC2C3C(CC(C2C1)C3)CN=C=O